C(C)(C)OC1=C(C=C(C=C1C)C=1C=C2CC(C(C2=CC1)NC(O[C@@H]1CN2CCC1CC2)=O)(C)C)C (S)-quinuclidin-3-yl (5-(4-isopropoxy-3,5-dimethylphenyl)-2,2-dimethyl-2,3-dihydro-1H-inden-1-yl)carbamate